[Fr].CS(=O)(=O)O methylsulfonic acid Francium